difluorodeoxycytidine hydrochloride C1[C@@H]([C@H](O[C@H]1N2C(=C(C(=NC2=O)N)F)F)CO)O.Cl